4,8-dimethyl-hexadecanoic acid CC(CCC(=O)O)CCCC(CCCCCCCC)C